ClC1=CC=C(C=C1)N1N=C(C=C1C=O)C(F)(F)F 2-(4-chlorophenyl)-5-(trifluoromethyl)pyrazole-3-carbaldehyde